C(#N)C=1C=C(OC2=C(C=3[C@H](C(C(C3C=C2)(F)F)(F)F)O)C#N)C=C(C1)F (R)-5-(3-cyano-5-fluorophenoxy)-1,1,2,2-tetrafluoro-3-hydroxy-2,3-dihydro-1H-indene-4-carbonitrile